OC1CC[NH+](CC1)CC[C@@H](NC(=O)C=1SC2=NC=3CC[C@@H](CC3C=C2N1)C(C)(C)C)C=1C=CC(=NC1)C=1C=C(SC1)C(=O)O |r| 4-[5-[rac-(1R)-3-(4-hydroxypiperidin-1-ium-1-yl)-1-[[rac-(7S)-7-tert-butyl-5,6,7,8-tetrahydrothiazolo[5,4-b]quinoline-2-carbonyl]amino]propyl]-2-pyridyl]thiophene-2-carboxylic acid